C(C)(C)(C)C=1C(C(=CC(C1)=CC1=CC=CC=C1)C(C)(C)C)=O 2,6-di-tert-butyl-4-benzylidenecyclohexa-2,5-dienone